12-methyl-17-(5-methyl-3,4-dihydro-2H-quinoxalin-1-yl)-8-oxa-2,12,15,21,22-pentazatetracyclo[13.6.2.13,7.019,23]tetracosa-1(21),3,5,7(24),17,19,22-heptaen-16-one CN1CCCOC=2C=CC=C(NC3=NC=C4C=C(C(N(CC1)C4=N3)=O)N3CCNC4=C(C=CC=C34)C)C2